2-(bis((1-decyl-1H-1,2,3-triazol-4-yl)methyl)amino)-4,5,6,7-tetrahydrobenzo[b]thiophene-3-carbonitrile C(CCCCCCCCC)N1N=NC(=C1)CN(C1=C(C2=C(S1)CCCC2)C#N)CC=2N=NN(C2)CCCCCCCCCC